B(F)(F)F.[PH2]([O-])=O.[Li+] lithium phosphinate boron trifluoride